((6-(difluoromethoxy)-2-(4''-((3-fluoro-pyrrolidin-1-yl)methyl)-2,2'-dimethyl-[1,1':3',1''-terphenyl]-3-yl)benzo[d]oxazol-5-yl)methyl)-L-prolin-methyl ester COC([C@H]1N(CCC1)CC=1C(=CC2=C(N=C(O2)C=2C(=C(C=CC2)C2=C(C(=CC=C2)C2=CC=C(C=C2)CN2CC(CC2)F)C)C)C1)OC(F)F)=O